(s)-5-(4-((4-(2-(6,6-dimethyl-4,5,6,7-tetrahydro-1H-indazol-3-yl)-1H-indole-6-carbonyl)piperazin-1-yl)methyl)piperidin-1-yl)-N-(2,6-dioxopiperidin-3-yl)picolinamide CC1(CCC=2C(=NNC2C1)C=1NC2=CC(=CC=C2C1)C(=O)N1CCN(CC1)CC1CCN(CC1)C=1C=CC(=NC1)C(=O)N[C@@H]1C(NC(CC1)=O)=O)C